OC12C(C=3C=C(SC3N=C2N(CC1)C1=CC=C(C=C1)CC#N)C)=O 2-(4-{9-Hydroxy-5-methyl-8-oxo-4-thia-2,12-diazatricyclo[7.3.0.03,7]dodeca-1,3(7),5-trien-12-yl}phenyl)acetonitrile